Cl.C1(CCCC1)C(=O)N1[C@H](CNCC1)C cyclopentyl-[(2S)-2-methylpiperazin-1-yl]methanone hydrochloride